ethylene glycol bis[3-(3-tert-butyl-5-methyl-4-hydroxyphenyl) propionate] C(C)(C)(C)C=1C=C(C=C(C1O)C)CCC(=O)OCCOC(CCC1=CC(=C(C(=C1)C)O)C(C)(C)C)=O